ClC1=C(C(=NC(=N1)C)N1CC=2C=C(C=NC2CC1)OC=1C=NC(=CC1)OC)C 6-(6-chloro-2,5-dimethyl-pyrimidin-4-yl)-3-[(6-methoxy-3-pyridyl)oxy]-7,8-dihydro-5H-1,6-naphthyridine